4'-(Piperazin-1-yl)-2'-(((S)-pyrrolidin-2-yl)methoxy)-2,3,5',8'-tetrahydro-6'H-spiro[indene-1,7'-quinazoline] N1(CCNCC1)C1=NC(=NC=2CC3(CCC12)CCC1=CC=CC=C13)OC[C@H]1NCCC1